[C@H]12CN(C[C@H](CC1)N2)C2=NC(=NC1=C(C(=C(C=C21)C#N)C2=CC(=CC1=CC=CC=C21)O)F)OC[C@H]2N(CCC2)C 4-((1R,5S)-3,8-diazabicyclo[3.2.1]octan-3-yl)-8-fluoro-7-(3-hydroxynaphthalen-1-yl)-2-(((S)-1-methylpyrrolidin-2-yl)methoxy)quinazoline-6-carbonitrile